(S)-6-((4-((2-hydroxy-1-phenylethyl)amino)-5-(3-(quinuclidin-4-yl)-1,2,4-oxadiazol-5-yl)pyridin-2-yl)amino)-1-isopropyl-2-propyl-1,2-dihydro-3H-pyrazolo[3,4-b]pyridin-3-one OC[C@H](C1=CC=CC=C1)NC1=CC(=NC=C1C1=NC(=NO1)C12CCN(CC1)CC2)NC2=CC=C1C(=N2)N(N(C1=O)CCC)C(C)C